4-((3-methoxy-4-phenoxyphenyl)amino)-5,6-dihydropyrido[4',3':4,5]thieno[2,3-d]pyrimidine-7(8H)-carboxylic acid tert-butyl ester C(C)(C)(C)OC(=O)N1CC2=C(C3=C(N=CN=C3NC3=CC(=C(C=C3)OC3=CC=CC=C3)OC)S2)CC1